2,6-diisocyanatonaphthalene N(=C=O)C1=CC2=CC=C(C=C2C=C1)N=C=O